4-Phenylbutane-1,2-diyl dinitrate [N+](=O)(OCC(CCC1=CC=CC=C1)O[N+](=O)[O-])[O-]